C(C1=CC=CC=C1)N1N=C2C(N(CCC2=C1Cl)[C@@H]1C(N(C2=C(OC1)C(=C1C(=C2)N=C(O1)C(C)(C)C)C)C)=O)=O (S)-7-(2-benzyl-3-chloro-7-oxo-2,4,5,7-tetrahydro-6H-pyrazolo[3,4-c]pyridin-6-yl)-2-(tert-butyl)-5,10-dimethyl-7,8-dihydrooxazolo[4',5':4,5]benzo[1,2-b][1,4]oxazepin-6(5H)-one